FC1=CC=C(C=C1)CN(C=1C=C(C(NN1)=O)O)C 6-{[(4-fluorophenyl)methyl](methyl)amino}-4-hydroxy-pyridazin-3(2H)-one